NC1=C(C=C(C=C1)C=1C(=C(N(N1)C)NC(C1=CC=C(C=C1)OC(F)(F)F)=O)C)Cl N-[5-(4-amino-3-chloro-phenyl)-2,4-dimethyl-pyrazol-3-yl]-4-(trifluoromethoxy)benzamide